6-(Tert-Butylsulfonyl)-7-(difluoromethoxy)imidazo[1,2-a]pyridine C(C)(C)(C)S(=O)(=O)C=1C(=CC=2N(C1)C=CN2)OC(F)F